tert-butyl 1-(((tert-butyldimethylsilyl)oxy)methyl)-4-(((4-chlorobenzyl)oxy)methyl)-7-azabicyclo[2.2.1]heptane-7-carboxylate [Si](C)(C)(C(C)(C)C)OCC12CCC(CC1)(N2C(=O)OC(C)(C)C)COCC2=CC=C(C=C2)Cl